4-[2-[2-[2-[2-(2-aminoethoxy)ethoxy]ethoxy]ethoxy]ethyl-methyl-amino]but-2-enoate NCCOCCOCCOCCOCCN(CC=CC(=O)[O-])C